6-Bromo-5-chloro-2-morpholinooxazolo[4,5-b]pyridine BrC=1C=C2C(=NC1Cl)N=C(O2)N2CCOCC2